C(CC(O)(C(=O)[O-])CC(=O)[O-])(=O)[O-].[Na+].[Au+3] gold-sodium citrate